(R)-N-(4-(chlorodifluoromethoxy)phenyl)-5-((3-cyanopyridin-4-yl)amino)-6-(3-hydroxypyrrolidin-1-yl)nicotinamide ClC(OC1=CC=C(C=C1)NC(C1=CN=C(C(=C1)NC1=C(C=NC=C1)C#N)N1C[C@@H](CC1)O)=O)(F)F